NC1=C(C=C(OC2=NN(C=C2)C(=O)OC(C)(C)C)C=C1)F Tert-butyl 3-(4-amino-3-fluorophenoxy)-1H-pyrazole-1-carboxylate